2-[1-(6-methoxypyridin-2-yl)pyrazol-4-yl]acetonitrile COC1=CC=CC(=N1)N1N=CC(=C1)CC#N